C(CCC)C=1SC2=C(N1)C=CC(=C2)OC\C(\CNC(OC(C)(C)C)=O)=C\F tert-butyl (E)-(2-(((2-butylbenzo[d]thiazol-6-yl)oxy)methyl)-3-fluoroallyl)carbamate